2-(3,5-dimethyl-4-methoxybenzoyl)dibenzothiophene CC=1C=C(C(=O)C2=CC3=C(SC4=C3C=CC=C4)C=C2)C=C(C1OC)C